ferric sulfate, potassium salt [K+].S(=O)(=O)([O-])[O-].[Fe+3].S(=O)(=O)([O-])[O-]